NC1=NC=CC=C1C1=NC=2C(=NC(=CC2)C(C)C)N1C1=CC=C(C=C1)C1CN(C1)C(=O)OC(C)(C)C tert-butyl 3-(4-(2-(2-aminopyridin-3-yl)-5-isopropyl-3H-imidazo[4,5-b]pyridin-3-yl)phenyl)azetidine-1-carboxylate